CC1N(CCC2=CC(=CC=C12)OCCCCCNC(OC(C)(C)C)=O)C(C(F)(F)F)=O tert-butyl N-[5-[[1-methyl-2-(2,2,2-trifluoroacetyl)-3,4-dihydro-1H-isoquinolin-6-yl]oxy]pentyl]carbamate